C(#N)C1=CC=C(C=C1)C=1C=C2C(=CN(C2=CC1C1=CC=C(C=C1)C)C)C(=O)NC1CCNCC1 5-(4-cyanophenyl)-1-methyl-N-(piperidin-4-yl)-6-(p-tolyl)-1H-indole-3-carboxamide